FC(F)(F)S(=O)(=O)N.[Rb] rubidium trifluoromethylsulfonamide